(5-amino-1-{6-[(2,6-difluorophenyl)oxy]-4-methylpyridin-3-yl}pyrazol-4-yl)[2-(1-methyl-hexahydropyridin-4-yl)-2,3,4,7-tetrahydro-1H-pyrrolo[2,3-H]isoquinolin-8-yl]methanone NC1=C(C=NN1C=1C=NC(=CC1C)OC1=C(C=CC=C1F)F)C(=O)C1=CC=2C(=CC=C3CCN(CC23)C2CCN(CC2)C)N1